2-[4-[4-(2,6-dioxo-3-piperidyl)-2,3-dihydro-1,4-benzothiazin-8-yl]-1-piperidyl]acetic acid O=C1NC(CCC1N1CCSC2=C1C=CC=C2C2CCN(CC2)CC(=O)O)=O